Cl.C1(=CC=CC=C1)C1=NN=C(S1)C1CCNCC1 4-(5-phenyl-[1,3,4]thiadiazol-2-yl)piperidine-hydrochloride